ClC1=C(C=C(C=C1)C1=CN(C(C=C1)=O)C(C)C)C[C@@H](C(=O)NC1=CC=C(C=C1)C1=NN=CN1C)NC(=O)C12CC(C1)(C2)F N-[(1S)-1-[[2-chloro-5-(1-isopropyl-6-oxo-3-pyridyl)phenyl]methyl]-2-[4-(4-methyl-1,2,4-triazol-3-yl)anilino]-2-oxo-ethyl]-3-fluoro-bicyclo[1.1.1]pentane-1-carboxamide